5-bromo-2-(2,6-dioxo-3-piperidinyl)isoindoline-1,3-dione BrC=1C=C2C(N(C(C2=CC1)=O)C1C(NC(CC1)=O)=O)=O